FC1=CC=C(C=C1)CCCNC1C(CN(CC1)C=1C2=C(N=CN1)C(=CS2)C)C N-[3-(4-Fluorophenyl)propyl]-3-methyl-1-(7-methylthieno[3,2-d]pyrimidin-4-yl)-4-piperidylamine